C1(CC1)CN1C(=CC2=CC=C(C=C12)C1=CC(=C(C(=C1)F)F)F)C1=NC2=C(N1C)C(=CC(=C2)C(=O)N2[C@@H]1CC[C@H](C2)[C@H]1N)OC (1R,4R,7R)-2-{2-[1-(cyclopropylmethyl)-6-(3,4,5-trifluorophenyl)-1H-indol-2-yl]-7-methoxy-1-methyl-1H-1,3-benzodiazole-5-carbonyl}-2-azabicyclo[2.2.1]heptan-7-amine